C1=C(C=CC=2C3=CC=CC=C3NC12)CC(=O)NCC1=CC=C(C=C1)Cl 2-(9H-carbazol-2-yl)-N-(4-chlorobenzyl)acetamide